1,3-Diethylbenzimidazolium chloride [Cl-].C(C)[N+]1=CN(C2=C1C=CC=C2)CC